(2R)-1-(5,7'-dimethyl-6'-(pyrimidin-2-yl)-3',4'-dihydro-1'H-spiro[pyrrolidin-3,2'-[1,8]naphthyridin]-1-yl)-2-(5-fluoro-2-methoxypyridin-4-yl)propan-1-one CC1CC2(NC3=NC(=C(C=C3CC2)C2=NC=CC=N2)C)CN1C([C@H](C)C1=CC(=NC=C1F)OC)=O